P(=O)(OC[C@@H](COC(CCCCCCCCCCCCCCCCC)=O)OC(CCCCCCCCCCCCCCCCC)=O)([O-])[O-] ((R)-2,3-bis(stearoyloxy)propyl) phosphate